N[C@@H](CCC(=O)O)C(=O)N[C@@H](CC1=CNC=N1)C(=O)O glutamyl-histidine